C(C)(C)(C)OC(=O)N1C(CN(CCC1)C)C1=CC=C(C=C1)C(=O)OC.NC1=C(C=CC=C1)NS(=O)(=O)C N-(2-aminophenyl)methanesulfonamide tert-butyl-2-(4-(methoxycarbonyl)phenyl)-4-methyl-1,4-diazepane-1-carboxylate